C(=O)O.FC1=CC=C2C(COB2O)C1 5-fluoro-3,4-dihydro-1H-2,1-benzoxaborole-1-ol formate